C(#N)C(=CC1=CC=C(C=C1)OC)C1=CC=C(C=C1)C(=CC1=CC=C(C=C1)OC)C#N 1,4-bis(R-cyano-4-methoxystyryl)benzene